ethyl ((R)-1-(3-hydroxyphenyl)propan-2-yl)(methyl)phosphinate OC=1C=C(C=CC1)C[C@@H](C)P(OCC)(=O)C